3-(2-(phenylsulfonylmethyl)-benzyl)-5-phenyl-1-oxa-5-azaspiro[5.5]undec-7,10-diene-4,9-dione C1(=CC=CC=C1)S(=O)(=O)CC1=C(CC2COC3(N(C2=O)C2=CC=CC=C2)C=CC(C=C3)=O)C=CC=C1